O1C(OCC1)C1CCN(CC1)C(=O)OCC1=CC=CC=C1 1-Benzyl 4-(1,3-dioxolan-2-yl)piperidine-1-carboxylate